(2-hydroxy-methylcyclohexyl)acetic acid OC1C(CCCC1)(C)CC(=O)O